[Pd](Cl)Cl.C(C)(C)(C)P([C-]1C=CC=C1)C(C)(C)C.[C-]1(C=CC=C1)P(C(C)(C)C)C(C)(C)C.[Fe+2] 1,1'-Bis(di-t-butylphosphino)-ferrocene palladium dichloride